1-aza-2,6-disilacyclohexane N1[SiH2]CCC[SiH2]1